FC=1C=C2N(CCN(C2=CC1)C(CCN1CCCCC1)=O)C1=CC=CC=C1 (6-fluoro-4-phenyl-3,4-dihydroquinoxalin-1(2H)-yl)-3-(piperidin-1-yl)propan-1-one